FC1=C(C=C(C=C1)/C=C/C(=O)OC)[N+](=O)[O-] methyl (2E)-3-(4-fluoro-3-nitrophenyl)prop-2-enoate